(5-(5-chloro-2-methoxypyridin-4-yl)-1H-pyrazole-3-carbonyl)-N-(1-isopropyl-1H-pyrazol-4-yl)piperidine-4-carboxamide ClC=1C(=CC(=NC1)OC)C1=CC(=NN1)C(=O)N1CCC(CC1)C(=O)NC=1C=NN(C1)C(C)C